1-Benzyl 3-[[3-[1-(2,6-dioxo-3-piperidyl)-3-methyl-2-oxo-benzimidazol-4-yl]cyclobutyl] methoxy]azetidine-1-carboxylate O=C1NC(CCC1N1C(N(C2=C1C=CC=C2C2CC(C2)COC2CN(C2)C(=O)OCC2=CC=CC=C2)C)=O)=O